3-amino-8-(2-fluoro-6-methoxyphenyl)-N-propylimidazo[1,2-a]pyridine-2-carboxamide NC1=C(N=C2N1C=CC=C2C2=C(C=CC=C2OC)F)C(=O)NCCC